6-{8-fluoro-2-methylimidazo[1,2-a]pyridin-6-yl}-3-(1,2,3,6-tetrahydropyridin-4-yl)thieno[3,2-d]pyrimidin-4-one FC=1C=2N(C=C(C1)C1=CC=3N=CN(C(C3S1)=O)C=1CCNCC1)C=C(N2)C